FC(C(=O)O)(F)F.FC(C(=O)O)(F)F.C(#N)C[C@H]1NCC[C@@H](C1)N1N=CC=2C(=NC=3C(=C(C(=CC3C21)C)C=2C=CC=C1C=CC=C(C21)C#N)F)N2CC(C2)(C)N(C)C 8-(1-((2S,4S)-2-(cyanomethyl)piperidin-4-yl)-4-(3-(dimethylamino)-3-methylazetidin-1-yl)-6-fluoro-8-methyl-1H-pyrazolo[4,3-c]quinolin-7-yl)-1-naphthonitrile bis(2,2,2-trifluoroacetate)